(3-((2-Methoxyphenoxy)methyl)piperidin-1-yl)(5-methyl-6-phenyl-5H-pyrrolo[2,3-b]pyrazin-7-yl)methanone COC1=C(OCC2CN(CCC2)C(=O)C2=C(N(C3=NC=CN=C32)C)C3=CC=CC=C3)C=CC=C1